acetonitrile-2-13C [13CH3]C#N